(6-(4-(3H-imidazo[4,5-b]pyridin-7-yl)-1H-pyrazol-1-yl)pyridin-3-yl)-1,1,1-trifluoropropan-2-ol N1=CNC2=NC=CC(=C21)C=2C=NN(C2)C2=CC=C(C=N2)C(C(F)(F)F)(C)O